FC(C1=NC(=NO1)C1=CSC2=C1CN(CC2)C(C)=O)(F)F 1-(3-(5-(trifluoromethyl)-1,2,4-oxadiazol-3-yl)-6,7-dihydrothieno[3,2-c]pyridin-5(4H)-yl)ethan-1-one